methyl 1-benzhydryl-3-(2-bromophenyl)azetidine-3-carboxylate C(C1=CC=CC=C1)(C1=CC=CC=C1)N1CC(C1)(C(=O)OC)C1=C(C=CC=C1)Br